3'-((2-chloro-6-methyl-5,6,7,8-tetrahydropyrido[4,3-d]pyrimidin-4-yl)oxy)-11',12'-dihydrospiro[cyclopropane-1,10'-[1,4]diazepino[5',6':4,5]thieno[3,2-f]quinolin]-8'(9'H)-one ClC=1N=C(C2=C(N1)CCN(C2)C)OC2=NC=1C=CC3=C(C1C=C2)C2=C(S3)C(NC3(CN2)CC3)=O